(4r,5r)-4-(2,3-dichloro-6-hydroxyphenyl)-1-(2-hydroxyethyl)-5-methylpyrrolidin-2-one ClC1=C(C(=CC=C1Cl)O)[C@H]1CC(N([C@@H]1C)CCO)=O